Cl.C[C@H]1N[C@H](COC1)C |o1:2,4| (3R,5S)-rel-3,5-dimethylmorpholine hydrochloride